monocyanoterephthalic acid C(#N)C1=C(C(=O)O)C=CC(=C1)C(=O)O